ClC1=C(CNC(=O)[C@]2(C=3C=CC=NC3[C@@]3(CC2)OC3)F)C=CC(=C1)F |o1:7,14| (2R*,5'S*)-N-(2-chloro-4-fluorobenzyl)-5'-fluoro-6',7'-dihydro-5'H-spiro[oxirane-2,8'-quinoline]-5'-carboxamide